tert-butyl-[3-(dimethoxymethyl)cyclobutoxy]-dimethyl-silane C(C)(C)(C)[Si](C)(C)OC1CC(C1)C(OC)OC